(E)-4-(4-methoxy-2,3,6-trimethylphenyl)-3-methyl-1,4-pentadiene-3-ol COC1=C(C(=C(C(=C1)C)C(C(C=C)(O)C)=C)C)C